2-[(3-methyl-1H-pyrazol-5-yl)oxy]ethylamine CC1=NNC(=C1)OCCN